C(#N)C1=NC2=CC(=CC(=C2N=C1N1CCN(CC1)C(=O)C=1C=NN(C1)C)[C@@H](C)NC1=C(C(=O)O)C=CC=C1)C (R)-2-((1-(2-cyano-7-methyl-3-(4-(1-methyl-1H-pyrazole-4-carbonyl)piperazin-1-yl)quinoxalin-5-yl)ethyl)amino)benzoic acid